(S)-4-(5-(2-fluorophenyl)-7-(5-methoxypyridin-3-yl)-7H-pyrrolo[2,3-d]pyrimidin-4-yl)-3-methylpiperazine-1-carboxylic acid ethyl ester C(C)OC(=O)N1C[C@@H](N(CC1)C=1C2=C(N=CN1)N(C=C2C2=C(C=CC=C2)F)C=2C=NC=C(C2)OC)C